1-(4-(6-((4-(6-(trifluoromethyl)imidazo[1,2-a]pyridin-3-yl)pyrimidin-2-yl)amino)pyridin-3-yl)piperazin-1-yl)ethan-1-one FC(C=1C=CC=2N(C1)C(=CN2)C2=NC(=NC=C2)NC2=CC=C(C=N2)N2CCN(CC2)C(C)=O)(F)F